C(CCCCCCCCCCCCC)(=O)N1C(CCCCC1)=O 1-tetradecanoylazepan-2-one